OC1(CCC(CC1)N1N=C2C=C(C(=CC2=C1)NC(=O)C1=[N+](C(=CC=C1)C)[O-])OC)C 2-((2-((1r,4r)-4-hydroxy-4-methylcyclohexyl)-6-methoxy-2H-indazol-5-yl)carbamoyl)-6-methylpyridine 1-oxide